COC(COC1=CC=C(C=C1)OB(O)O)=O [4-(2-methoxy-2-oxoethoxy)phenyl]Boric acid